8-((2s,5r)-4-(1-(4-(tert-butoxy)phenyl)propyl)-2,5-dimethylpiperazin-1-yl)-5-methyl-6-oxo-5,6-dihydro-1,5-naphthyridine-2-carbonitrile C(C)(C)(C)OC1=CC=C(C=C1)C(CC)N1C[C@@H](N(C[C@H]1C)C1=CC(N(C=2C=CC(=NC12)C#N)C)=O)C